C1(=CC=CC2=CC=CC=C12)[C@@H](C)NC[C@@H]1OC2=CC=CC=C2C2(OCCCO2)C1 (R)-1-(naphthalen-1-yl)-N-(((R)-spiro[chromane-4,2'-[1,3]dioxan]-2-yl)methyl)ethan-1-amine